toluene picrate C1([N+](=O)[O-])=CC([N+](=O)[O-])=CC([N+](=O)[O-])=C1O.CC1=CC=CC=C1